4,6-dichloro-7H-pyrrolo[2,3-d]pyrimidine ClC=1C2=C(N=CN1)NC(=C2)Cl